1,4-dimethoxy-2-[(E)-2-nitroprop-1-en-1-yl]-5-propylbenzene COC1=C(C=C(C(=C1)CCC)OC)\C=C(/C)\[N+](=O)[O-]